[N+](=O)([O-])[O-].[N+](=O)([O-])[O-].[N-]=[N+]=[N-].[N-]=[N+]=[N-].OCC(CO)(CO)CO pentaerythritol diazide dinitrate